BrC1=CC(=C(C=C1)S(=O)(=O)N)OC(F)(F)F 4-Bromo-2-(trifluoromethoxy)benzenesulfonamide